N-(3-METHACRYLOXY-2-HYDROXYPROPYL)-3-AMINOPROPYLTRIETHOXYSILANE C(C(=C)C)(=O)OCC(CNCCC[Si](OCC)(OCC)OCC)O